BrCCOC=1C=C2CCC(N(C2=NC1)C1CC(C1)(C)O[Si](C)(C)C(C)(C)C)=O 6-(2-bromoethoxy)-1-{3-[(tert-butyldimethylsilyl)oxy]-3-methylcyclobutyl}-1,2,3,4-tetrahydro-1,8-naphthyridin-2-one